O[C@@]12C(C=3C=CSC3N=C2N(CC1)C1=CC=C(C=C1)OC)=O (9S)-9-hydroxy-12-(4-methoxyphenyl)-4-thia-2,12-diazatricyclo[7.3.0.03,7]dodeca-1,3(7),5-trien-8-one